2-Chloro-N-[1-(3-chloro-4-methylphenyl)-1H-indazol-4-yl]-5-{[(3-hydroxy-2,2-dimethylpropanoyl)amino]methyl}benzamide ClC1=C(C(=O)NC2=C3C=NN(C3=CC=C2)C2=CC(=C(C=C2)C)Cl)C=C(C=C1)CNC(C(CO)(C)C)=O